C(C)(C)C=1C(=NNC1C=1C=C(C=2N(C1)N=CN2)C)C=2SC=1CN(CCC1N2)CCOC 2-(4-isopropyl-5-(8-methyl-[1,2,4]triazolo[1,5-a]pyridin-6-yl)-1H-pyrazol-3-yl)-5-(2-methoxyethyl)-4,5,6,7-tetrahydrothiazolo[5,4-c]pyridine